C(C)(C)(C)NC1=NC=2N(C(=N1)C=1OC(=CC1)C)N=CC2O 2-(tert-butylamino)-4-(5-methylfuran-2-yl)pyrazolo[1,5-a][1,3,5]triazin-8-ol